(9H-fluoren-9-yl)methyl (S)-(1-((2-((2-((4-(((tert-butyldiphenylsilyl)oxy)methyl)phenyl)amino)-2-oxoethyl)(methyl)amino)-2-oxoethyl)amino)-1-oxo-5-ureidopentan-2-yl)carbamate [Si](C1=CC=CC=C1)(C1=CC=CC=C1)(C(C)(C)C)OCC1=CC=C(C=C1)NC(CN(C(CNC([C@H](CCCNC(=O)N)NC(OCC1C2=CC=CC=C2C=2C=CC=CC12)=O)=O)=O)C)=O